((tert-butoxycarbonyl)amino)-2-(2-oxa-6-azaspiro[3.3]Hept-6-yl)propionic acid methyl ester COC(C(C)(N1CC2(COC2)C1)NC(=O)OC(C)(C)C)=O